N[C@@H](CCC(=O)O)C(=[Se])O selenoglutamic acid